5-methoxy-3-hydroxy-2,6-dimethylanthraquinone COC1=C2C(C=3C=C(C(=CC3C(C2=CC=C1C)=O)C)O)=O